tert-butyl 3-ethynylbenzylcarbamate C(#C)C=1C=C(CNC(OC(C)(C)C)=O)C=CC1